C(C)(=O)OC1[C@H](C[C@@H](N1C(=O)OC(C)(C)C)C(=O)OC)O[Si](C)(C)C(C)(C)C 1-(tert-Butyl) 2-methyl (2R,4S)-5-acetoxy-4-((tert-butyldimethylsilyl)oxy)pyrrolidine-1,2-dicarboxylate